3-(5-(3-(2-(2-(2-(4-(3-(5-(1H-Tetrazol-5-yl)benzo[c]isoxazol-3-yl)phenoxy)piperidin-1-yl)ethoxy)ethoxy)ethoxy)prop-1-yn-1-yl)-1-oxoisoindolin-2-yl)piperidine-2,6-dione N1N=NN=C1C1=CC=2C(=NOC2C=2C=C(OC3CCN(CC3)CCOCCOCCOCC#CC=3C=C4CN(C(C4=CC3)=O)C3C(NC(CC3)=O)=O)C=CC2)C=C1